FC1=CC=C(C=C1)C1=CC(=NN1)NC=1C=CC2=C(NC=N2)C1 N-(5-(4-fluorophenyl)-1H-pyrazol-3-yl)-1H-benzo[d]imidazol-6-amine